N-methyl-N-[2-({4-[3-(3-methylphenyl)-1H-pyrrolo[3,2-b]pyridin-2-yl]pyridin-3-yl}oxy)ethyl]prop-2-enamide CN(C(C=C)=O)CCOC=1C=NC=CC1C1=C(C2=NC=CC=C2N1)C1=CC(=CC=C1)C